Cl.CC1=C(C#N)C(=CC(=C1)OC1C(C(C1(C)C)N)(C)C)C 2,6-dimethyl-4-[(1r,3r)-3-amino-2,2,4,4-tetramethylcyclobutoxy]benzonitrile hydrochloride